(Z)-2-(2-oxopiperidin-3-ylidene)acetic acid ethyl ester C(C)OC(\C=C\1/C(NCCC1)=O)=O